(1R,2R,5S)-8-((3,5-difluoropyridin-2-yl)methyl)-2-methyl-3,8-diazabicyclo[3.2.1]octane FC=1C(=NC=C(C1)F)CN1[C@H]2[C@H](NC[C@@H]1CC2)C